1-(2-methoxyphenyl)-1H-pyrrole COC1=C(C=CC=C1)N1C=CC=C1